4-amino-6-(4-bromo-3-fluorophenyl)-3-chloro-5-methyl-pyridine-2-carboxylic acid methyl ester COC(=O)C1=NC(=C(C(=C1Cl)N)C)C1=CC(=C(C=C1)Br)F